1-(4-(2-chloro-4-fluorophenyl)pyridin-2-yl)-3-((1r,4r)-4-((2-methoxyethyl)amino)cyclohexyl)urea ClC1=C(C=CC(=C1)F)C1=CC(=NC=C1)NC(=O)NC1CCC(CC1)NCCOC